C(C)OCCN1N=CC(=C1)NC=1OC(=CN1)C1=CC=C(C=C1)N1C(NCC1)=O 1-(4-(2-((1-(2-ethoxyethyl)-1H-pyrazol-4-yl)amino)oxazol-5-yl)phenyl)imidazolidin-2-one